C(C)(C)(C)OC(=O)N1C[C@H]2C([C@H]2C1)C(NC1=CC=CC=C1)=O (1R,5S,6r)-6-(phenylcarbamoyl)-3-azabicyclo[3.1.0]Hexane-3-carboxylic acid tert-butyl ester